(2R)-2-amino-4-{[{amino[(2-carboxy-ethyl)amino]methylidene}amino]sulfanyl}-butanoic acid N[C@@H](C(=O)O)CCSN=C(NCCC(=O)O)N